methyl-4-(2-(1,1-dioxido-6-phenyl-1,2,6-thiadiazinan-2-yl)acetamido)adamantane-1-carboxylate COC(=O)C12CC3C(C(CC(C1)C3)C2)NC(CN2S(N(CCC2)C2=CC=CC=C2)(=O)=O)=O